4-(4-bromo-5-fluoro-2-methylphenyl)butanoic acid BrC1=CC(=C(C=C1F)CCCC(=O)O)C